FC1=C(C=C(C=C1)NC(=O)NC1(CCN(CC1)C(=O)OC(C)(C)C)C)OC tert-butyl 4-[N-(4-fluoro-3-methoxyphenyl)carbamoylamino]-4-methylpiperidine-1-carboxylate